(4-(7-(3,4-dimethoxyphenyl)pyrazolo[1,5-a]pyrimidine-2-carboxamido)benzoyl)-L-methionine COC=1C=C(C=CC1OC)C1=CC=NC=2N1N=C(C2)C(=O)NC2=CC=C(C(=O)N[C@@H](CCSC)C(=O)O)C=C2